C1(CC1)N1N=C(C(=C1)OC1=NC2=CC(=CC=C2C=C1)C1=CC=C(C=C1)S(=O)(=O)C)C1CCOCC1 ((1-cyclopropyl-3-(tetrahydro-2H-pyran-4-yl)-1H-pyrazol-4-yl)oxy)-7-(4-(methylsulfonyl)phenyl)quinoline